NC1CCN(CC1)C1=NN2C(C(=N1)NCC1=C(C=CC=C1)N1N=C(C=C1)N(C)C)=NC=C2C(C)C 2-(4-aminopiperidin-1-yl)-N-(2-(3-(dimethylamino)-1H-pyrazol-1-yl)benzyl)-7-isopropylimidazo[2,1-f][1,2,4]triazin-4-amine